CC1=CC2=NC=CC(=C2S1)OC1CCN(CC1)CC1=CC(=NO1)O 5-((4-((2-methylthieno[3,2-b]pyridin-7-yl)oxy)piperidin-1-yl)methyl)isoxazol-3-ol